OCC1(CCOCC1)NC(=O)C1=C(OC2=C1C=C(C=C2)OCC=2C(=NC=CC2)C(F)(F)F)C N-(4-(hydroxymethyl)tetrahydro-2H-pyran-4-yl)-2-methyl-5-((2-(trifluoromethyl)pyridin-3-yl)-methoxy)benzofuran-3-carboxamide